COC=1C=C(C=CC1C1=NOC(=N1)C(F)(F)F)N=S(=O)(C1=NC=CC=C1)C ((3-methoxy-4-(5-(trifluoromethyl)-1,2,4-oxadiazol-3-yl)phenyl)imino)(methyl)(pyridin-2-yl)-λ6-sulfanone